The molecule is an indole alkaloid that is 1H-indole substituted by a 3-hydroxy-3-methyl-2-oxobutyl group at position 3 and a beta-D-glucopyranosyl group attached to the indolic nitrogen. It has been isolated from the ethanol extract of the stems of Brucea mollis. It has a role as a plant metabolite. It is an indole alkaloid, a ketone, a tertiary alcohol, a N-glycosyl compound and a tertiary alpha-hydroxy ketone. CC(C)(C(=O)CC1=CN(C2=CC=CC=C21)[C@H]3[C@@H]([C@H]([C@@H]([C@H](O3)CO)O)O)O)O